3-Isopropyl-2-(1-methyl-1H-pyrazol-3-yl)-7-(1H-pyrazol-4-yl)imidazo[2,1-f][1,2,4]triazin-4(3H)-one C(C)(C)N1C(=NN2C(C1=O)=NC=C2C=2C=NNC2)C2=NN(C=C2)C